3-(4-methoxybenzyl)imidazolidine-2,4-dione COC1=CC=C(CN2C(NCC2=O)=O)C=C1